(E)-5-(3-bromo-4-hydroxyphenylmethylene)imidazoline-2,4-dione BrC=1C=C(C=CC1O)\C=C\1/C(NC(N1)=O)=O